(4-tert-butylphenyl)(2,3,4-trihydroxyphenyl)methanone C(C)(C)(C)C1=CC=C(C=C1)C(=O)C1=C(C(=C(C=C1)O)O)O